FC(C=1C=CC=2N(N1)C(=CN2)C2=CC(=NC=N2)C=2C=C(C=CC2)N=S(=O)(C)C)F [3-[6-[6-(difluoromethyl)imidazo[1,2-b]pyridazin-3-yl]pyrimidin-4-yl]phenyl]imino-dimethyl-oxo-λ6-sulfane